isopropyl-3,8-diazabicyclo[3.2.1]octane-8-carboxamide C(C)(C)C12CNCC(CC1)N2C(=O)N